O1C(=NN=C1)C1=CC2=CN(C=C2C=C1)CC=1OC=C(C(C1)=O)OCC1CCN(CC1)CC1=NC=CC=N1 2-((5-(1,3,4-Oxadiazol-2-yl)-2H-isoindol-2-yl)methyl)-5-((1-(pyrimidin-2-ylmethyl)piperidin-4-yl)methoxy)-4H-pyran-4-one